N=1N(N=C2C1C=CC=C2)CCCC(=O)O 2H-benzotriazole-2-butyric acid